ClC1=C(C=C(C=C1)C#N)C=1C=C2C(=NN(C2=CC1)C(C1=CC=CC=C1)(C1=CC=CC=C1)C1=CC=CC=C1)NC(=O)C1CCN(CC1)C N-[5-(2-chloro-5-cyanophenyl)-1-trityl-1H-indazol-3-yl]-1-methylpiperidine-4-carboxamide